N(C1=CC=CC=C1)C1=CC=2[O+]=C3C=C(C=CC3=CC2C(C1)(C)C)N(CCCCCC(=O)O)CC 6-[(6-anilino-8,8-dimethyl-7H-xanthene-10-ium-3-yl)-ethyl-amino]hexanoic acid